2-(PROPAN-2-YLOXY)ACETALDEHYDE CC(C)OCC=O